C(CCCCCCCCCC)=O Undecaldehyde